N-(7-(cyclopropylmethyl)-7-azaspiro[3.5]nonan-2-yl)-N-phenyl-1H-pyrrole-3-carboxamide hydrochloride Cl.C1(CC1)CN1CCC2(CC(C2)N(C(=O)C2=CNC=C2)C2=CC=CC=C2)CC1